N1(CCC1)C1=CN(C=2N=CN=C(C21)N2C[C@H](N(CC2)C(=O)OC(C)(C)C)C)C2=NC=CC(=C2)C#N tert-Butyl (R)-4-(5-(azetidin-1-yl)-7-(4-cyanopyridin-2-yl)-7H-pyrrolo[2,3-d]pyrimidin-4-yl)-2-methylpiperazine-1-carboxylate